3-(benzo[b]thiophene-2-yl)-1-(4-(diethylamino)phenyl)-4-nitrobutan-1-one S1C2=C(C=C1C(CC(=O)C1=CC=C(C=C1)N(CC)CC)C[N+](=O)[O-])C=CC=C2